CC(CCNC[C@@H]1NC2=CC(=C(C(=C2C1)F)N1CC(NS1(=O)=O)=O)O)(C)C 5-[(2R)-2-{[(3,3-dimethylbutyl)amino]methyl}-4-fluoro-6-hydroxy-2,3-dihydro-1H-indol-5-yl]-1λ6,2,5-thiadiazolidine-1,1,3-trione